C(C1=CC=CC=C1)OC1=C(C(=O)Cl)C=C(C(=C1)OCC1=CC=CC=C1)Cl 2,4-bis(benzyloxy)-5-chlorobenzoyl chloride